Cl.C1(CC1)CNC(=O)C1=NC=CC=C1 N-(cyclopropylmethyl)pyridine-2-carboxamide hydrochloride